3-((3-((3-amino-1,2,4-triazin-6-yl) ethynyl)-2,4-difluorophenyl) sulfamoyl)-5-chloro-2-methoxybenzyl acetate C(C)(=O)OCC1=C(C(=CC(=C1)Cl)S(NC1=C(C(=C(C=C1)F)C#CC1=CN=C(N=N1)N)F)(=O)=O)OC